N-((5-(tert-butyl)-2-methoxyphenyl)sulfonyl)-1-(pyridin-2-yl)-1H-benzo[d]imidazole-5-carboxamide C(C)(C)(C)C=1C=CC(=C(C1)S(=O)(=O)NC(=O)C1=CC2=C(N(C=N2)C2=NC=CC=C2)C=C1)OC